1-(4-chlorophenyl)-N-(2-(2,6-dioxo-piperidin-3-yl)-1,3-dioxoisoindolin-5-yl)methane-sulfonamide ClC1=CC=C(C=C1)CS(=O)(=O)NC=1C=C2C(N(C(C2=CC1)=O)C1C(NC(CC1)=O)=O)=O